(3-((S)-1-(8-amino-1-methylimidazo[1,5-a]pyrazin-3-yl)ethyl)-5-chloro-6-fluoro-2-isopropoxyphenyl)(8-oxa-3-azabicyclo[3.2.1]oct-3-yl)methanone NC=1C=2N(C=CN1)C(=NC2C)[C@@H](C)C=2C(=C(C(=C(C2)Cl)F)C(=O)N2CC1CCC(C2)O1)OC(C)C